FC=1C=C(C(=NC1)C)CN1N=C(C=CC1=O)C=1C=NC(=NC1)OCC(F)(F)F 2-((5-fluoro-2-methylpyridin-3-yl)methyl)-6-(2-(2,2,2-trifluoroethoxy)pyrimidin-5-yl)pyridazine-3(2H)-one